N-(2-(5-(2-(methylthio)ethoxy)-1H-indol-3-yl)ethyl)acetamide CSCCOC=1C=C2C(=CNC2=CC1)CCNC(C)=O